C(C)N1N=CC(=C1C)C1=NC(=CC=C1C(C)O)N1C=NC2=C1C=CC(=C2)NC=2N=NC(=CC2)C 1-[2-(1-ethyl-5-methyl-pyrazol-4-yl)-6-[5-[(6-methylpyridazin-3-yl)amino]benzimidazol-1-yl]-3-pyridinyl]ethanol